C(C(=C)C)(=O)OCCOCCOCCOCCOCC(=O)O 2-(2-(2-(2-(2-(methacryloyloxy)ethoxy)ethoxy)ethoxy)ethoxy)acetic acid